C1(=CC=CC=C1)OC(=O)N1CC2=CC(=CC=C2CC1)C(=O)N1CC2=CC=CC=C2C[C@H]1C 7-[(3R)-3-methyl-1,2,3,4-tetrahydroisoquinoline-2-carbonyl]-1,2,3,4-tetrahydroisoquinoline-2-carboxylic acid phenyl ester